2,3-dibromopropionic acid phenyl ester C1(=CC=CC=C1)OC(C(CBr)Br)=O